C(CCC)[Li] n-Butyl-Lithium